ClC1=CC2=C(C3(OCC2)CCN(CC3)CC=3C=NN(C3)CCS(=O)(=O)C)S1 Chloro-1-((1-(2-(methylsulfonyl)ethyl)-1H-pyrazol-4-yl)methyl)-4',5'-dihydrospiro[piperidine-4,7'-thieno[2,3-c]pyran]